6-fluoro-3-{1-[3-(5-oxazol-5-yl-pyridin-2-yloxy)-propyl]-piperidin-4-yl}-benzo[d]isoxazole FC1=CC2=C(C(=NO2)C2CCN(CC2)CCCOC2=NC=C(C=C2)C2=CN=CO2)C=C1